Ethyl 5-([2-(2-{[3-chloro-4'-(trifluoromethyl)biphenyl-4-yl]methoxy}phenyl)ethyl]{2-[4-(methoxy-carbonyl)phenyl]ethyl}amino)-5,6,7,8-tetrahydroquinoline-2-carboxylate ClC=1C=C(C=CC1COC1=C(C=CC=C1)CCN(C1C=2C=CC(=NC2CCC1)C(=O)OCC)CCC1=CC=C(C=C1)C(=O)OC)C1=CC=C(C=C1)C(F)(F)F